tert-butyl 2-(2-((1r,2s)-2-(((tert-butyldiphenylsilyl) oxy) methyl) cyclopropyl) propyl)-6-chloronicotinate [Si](C1=CC=CC=C1)(C1=CC=CC=C1)(C(C)(C)C)OC[C@@H]1[C@H](C1)C(CC1=C(C(=O)OC(C)(C)C)C=CC(=N1)Cl)C